C[C@@H]1O[C@@H](CN(C1)C1=CC=CC(=N1)C1=NC2=CC(=NC=C2C=C1)CNC(C1=C(C=C(C(=C1)S(=O)(=O)CCO)C)F)=O)C N-((2-(6-((cis)-2,6-dimethylmorpholino)pyridin-2-yl)-1,6-naphthyridin-7-yl)methyl)-2-fluoro-5-((2-hydroxyethyl)sulfonyl)-4-methylbenzamide